FC=1C=C(C=CC1F)CNC(C1=CC=C(S1)C1=C(C(=NC(=C1C(N)=O)CC(C)C)CCC1=CC=C(C=C1)F)C1=NC(=NO1)C(C)C)=O N-(3,4-difluorophenyl)methyl-5-{5-carbamoyl-2-[2-(p-fluorophenyl)ethyl]-6-isobutyl-3-(3-isopropyl-1,2,4-oxadiazol-5-yl)-4-pyridyl}-2-thenamide